N-(2',4',5'-trifluorobiphenyl-2-yl)-1,3-dimethyl-5-fluoropyrazol-4-yl-carboxamide FC1=C(C=C(C(=C1)F)F)C1=C(C=CC=C1)NC(=O)C=1C(=NN(C1F)C)C